tert-Butyl (R)-3-(1-methoxy-2-methyl-1-oxopropan-2-yl)pyrrolidine-1-carboxylate COC(C(C)(C)[C@@H]1CN(CC1)C(=O)OC(C)(C)C)=O